C(C1=CC=CC=C1)(C1=CC=CC=C1)N1C[C@H](N(CC1)CC=1C=C2C(N(C(C2=CC1)=O)C1C(NC(CC1)=O)=O)=O)C 5-(((R)-4-benzhydryl-2-methylpiperazin-1-yl)methyl)-2-(2,6-dioxopiperidin-3-yl)isoindoline-1,3-dione